2,2-difluoro-N-(2-fluoro-3-{6-oxo-4-[5-(trifluoromethyl)pyridin-2-yl]-1,6-dihydropyrimidin-2-yl}-4-(trifluoromethyl)benzyl)propanamide FC(C(=O)NCC1=C(C(=C(C=C1)C(F)(F)F)C=1NC(C=C(N1)C1=NC=C(C=C1)C(F)(F)F)=O)F)(C)F